C(C)OC(C(=C)COC=C)=O.C(#N)C(CNC=1C(=CC=C2C=CC(=CC12)C1=CC=CC(=N1)C(=O)NC[C@@H](C)O)OC)=C 6-[8-(2-cyanoallylamino)-7-methoxy-2-naphthyl]-N-[(2R)-2-hydroxypropyl]pyridine-2-carboxamide ethyl-α-vinyloxymethylacrylate